NC1=C(C=C(C=C1)C1=CC=CC(=C1F)F)[N+](=O)[O-] 4'-amino-5,6-difluoro-3'-nitro-[1,1'-biphenyl]